1-(2-cyanoethyl)-2-undecyl-imidazole C(#N)CCN1C(=NC=C1)CCCCCCCCCCC